N-ethyl-N-methylbutan-1-amine C(C)N(CCCC)C